N-[4-[(6,7-dimethoxy-1,5-naphthyridin-4-yl)oxy]-3,5-difluorophenyl]-5-(4-fluorophenyl)-1,6-dimethyl-4-oxopyridine-3-carboxamide COC=1N=C2C(=CC=NC2=CC1OC)OC1=C(C=C(C=C1F)NC(=O)C1=CN(C(=C(C1=O)C1=CC=C(C=C1)F)C)C)F